2,4-dimethylquinoline-6-carboxylic acid methyl ester COC(=O)C=1C=C2C(=CC(=NC2=CC1)C)C